C(C=C)OC1CNCCC1 3-(allyloxy)piperidine